3-(3,8-diazabicyclo[3.2.1]oct-3-ylmethyl)-2-(4-isopropylphenyl)imidazo[1,2-a]pyrimidine dihydrochloride Cl.Cl.C12CN(CC(CC1)N2)CC2=C(N=C1N2C=CC=N1)C1=CC=C(C=C1)C(C)C